S(=O)(=O)([O-])CS(=O)(=O)[O-].S(=O)(=O)([O-])CS(=O)(=O)[O-].[Fe+4] iron bismethionate